(2S,4R)-4-fluoro-N-(1-(2,2,2-trifluoroethyl)-1H-1,2,4-triazol-3-yl)pyrrolidine-2-carboxamide carbon [C].F[C@@H]1C[C@H](NC1)C(=O)NC1=NN(C=N1)CC(F)(F)F